6-chloro-N-(5-chloro-1-(2,2,2-trifluoroethyl)-1H-pyrazol-4-yl)-1H-indole-3-sulfonamide ClC1=CC=C2C(=CNC2=C1)S(=O)(=O)NC=1C=NN(C1Cl)CC(F)(F)F